C(CC)C1(C(N=C(C(=C1CCC)C(=O)SCC)CC)C1=CC=CC=C1)C(=O)[O-] 3-propyl-6-ethyl-5-[(ethylthio) carbonyl]-2-phenyl-4-propyl-3-pyridinecarboxylate